C(C(=O)C)(=O)OC(C)=O.[Ir] iridium acetyl pyruvate